O1C(CCCC1)O[C@@H](C)C=1N(C=CN1)CC1=NOC(=C1)C1=CC=C(C=C1)C#CC=1C=CC(=NC1)CNCCN1N=CN=C1 N-((5-((4-(3-((2-((1S)-1-((tetrahydro-2H-pyran-2-yl)oxy)ethyl)-1H-imidazol-1-yl)methyl)isoxazol-5-yl)phenyl)ethynyl)pyridin-2-yl)methyl)-2-(1H-1,2,4-triazol-1-yl)ethan-1-amine